FC1=CC=C(C=C1)N1C(=C(C2=C(C=CC=C12)NC(OC(C)(C)C)=O)I)C(C)C tert-butyl (1-(4-fluorophenyl)-3-iodo-2-isopropyl-1H-indol-4-yl)carbamate